6-Bromoindoline-1-carboxylic acid tert-butyl ester C(C)(C)(C)OC(=O)N1CCC2=CC=C(C=C12)Br